[Se]=[Te].[Sn] tin selenium telluride